FC(C(=O)NC=1C(=CC(=C(C1)NC(C1=CC=CC=C1)=O)F)F)F N-(5-(2,2-difluoroacetamido)-2,4-difluorophenyl)benzamide